ClC=1C=C(SC1)C=1N=C(SC1)NC (4-chlorothien-2-yl)-N-methylthiazol-2-amine